2-[(1S)-1-(2-aminoethyl)-5-{5-chloro-2-[(oxan-4-yl)amino]pyrimidin-4-yl}-3-oxo-2,3-dihydro-1H-isoindol-2-yl]-N-[(1R)-1-(3-methoxyphenyl)ethyl]acetamide NCC[C@@H]1N(C(C2=CC(=CC=C12)C1=NC(=NC=C1Cl)NC1CCOCC1)=O)CC(=O)N[C@H](C)C1=CC(=CC=C1)OC